C(C)(=O)NCC1CCN(CC1)CC=1C=C(C=C(C1)C1=CC(=CC(=C1)Cl)Cl)OC=1C=NC(=NC1)N1CCN(CC1)CCC(=O)N 3-(4-(5-((5-((4-(acetamidomethyl)piperidin-1-yl)methyl)-3',5'-dichloro-[1,1'-biphenyl]-3-yl)oxy)pyrimidin-2-yl)piperazin-1-yl)propanamide